(R)-4-(2,2-difluoro-7-((5-methoxy-7-methyl-1H-indol-4-yl)methyl)-7-azaspiro[3.5]nonan-6-yl)-N-(2,2,2-trifluoroethyl)benzamide FC1(CC2(C1)C[C@@H](N(CC2)CC2=C1C=CNC1=C(C=C2OC)C)C2=CC=C(C(=O)NCC(F)(F)F)C=C2)F